COC(=O)C1=CC=C(C=C1)[C@@H]1C[C@@](CCC1)(C(=O)O)C1=CC=C(C=C1)C cis-3-(4-(methoxycarbonyl)phenyl)-1-(p-tolyl)cyclohexane-1-carboxylic acid